OC1=CC=C(C=C1)C(C=CC1=CC=C(C=C1)Cl)=O 1-(4-hydroxyphenyl)-3-(4-chlorophenyl)-2-propen-1-one